OCC1CCC2(CN(C2)C(=O)OCC2=CC=CC=C2)CC1 Benzyl 7-(hydroxymethyl)-2-azaspiro[3.5]nonane-2-carboxylate